O=C1NC(CCC1N1C(N(C2=C1C=CC(=C2)C=2C=C(C=CC2)CC(=O)OC(C)(C)C)C)=O)=O tert-butyl 2-(3-(1-(2,6-dioxopiperidin-3-yl)-3-methyl-2-oxo-2,3-dihydro-1H-benzo[d]imidazol-5-yl)phenyl)acetate